2,3-didehydrohexane-1,4-lactone C1(C=CC(CC)O1)=O